C(C1=CC=CC=C1)O[C@@H]1[C@H](N(C[C@@H]([C@H]1OCC1=CC=CC=C1)OCC1=CC=CC=C1)CC(C)C1=CC=CC=C1)CO ((2R,3R,4R,5S)-3,4,5-tris(benzyloxy)-1-(2-phenylpropyl)piperidin-2-yl)methanol